N-(5-chlorothiazol-2-yl)-4-cyano-N-(2,4-dimethoxybenzyl)-1H-indazole-1-sulfonamide ClC1=CN=C(S1)N(S(=O)(=O)N1N=CC2=C(C=CC=C12)C#N)CC1=C(C=C(C=C1)OC)OC